1-(2,3-dichloro-6-methylphenyl)-2,5-dimethyl-6-oxo-1,6-dihydropyrimidin-4-yl-4-methylbenzene-1-sulfonic acid ClC1=C(C(=CC=C1Cl)C)N1C(=NC(=C(C1=O)C)C1=C(C=CC(=C1)C)S(=O)(=O)O)C